2-(1H-3-indolyl)-5-(3,4,5-trimethoxyphenyl)-[1,2,4]triazolo[1,5-c]pyrimidine N1C=C(C2=CC=CC=C12)C1=NN2C(=NC=CC2=N1)C1=CC(=C(C(=C1)OC)OC)OC